ClC1=C2C(=NC=C1)NC(=C2C=2C=CC(=C(C2)NC(C=C)=O)C)C2=CC(=CC=C2)N2CCOCC2 N-(5-(4-chloro-2-(3-morpholinophenyl)-1H-pyrrolo[2,3-b]pyridin-3-yl)-2-methylphenyl)acrylamide